P(=O)(OCC)(OCC)OCC1=CC(=C(C(=C1)C(C)(C)C)O)C(C)(C)C Diethyl 3,5-di-tert-butyl-4-hydroxy-benzyl phosphate